N1(C2=C(OCC1)N=C1C(=C2)C=CN1)C1=C(C(=O)NS(=O)(=O)C2=CC(=C(C=C2)NCC2CCOCC2)[N+](=O)[O-])C=CC=C1 2-(2,3-dihydropyrrolo[3',2':5,6]pyrido[2,3-b][1,4]oxazin-1(6H)-yl)-N-((3-nitro-4-(((tetrahydro-2H-pyran-4-yl)methyl)amino)phenyl)sulfonyl)benzamide